6-bromo-4-phenyl-2-quinolinone BrC=1C=C2C(=CC(NC2=CC1)=O)C1=CC=CC=C1